[Br].O water bromine